C(C)(C)(C)OC(=O)N1[C@@](CCC1)(C)C#CC1=C(C=C2C(=NC=NC2=C1)NC1=C(C(=CC=C1)Cl)F)[N+](=O)[O-].CC1=C(C=C(C(=C1)C)CN=C=O)CN=C=O 1,5-dimethyl-2,4-di(isocyanatomethyl)benzene (R)-tert-butyl-2-((4-((3-chloro-2-fluorophenyl)amino)-6-nitroquinazolin-7-yl)ethynyl)-2-methylpyrrolidine-1-carboxylate